2-(6-(4,4-difluoropiperidin-1-yl)-5-fluoropyridin-2-yl)-5-(4-iodo-2-(6-azaspiro[2.5]octan-6-yl)phenyl)-1,3,4-oxadiazole FC1(CCN(CC1)C1=C(C=CC(=N1)C=1OC(=NN1)C1=C(C=C(C=C1)I)N1CCC2(CC2)CC1)F)F